COC(=O)C=1C=C(C(=O)O)C=CC1C 3-(Methoxycarbonyl)-4-methylbenzoic acid